4-(3-benzofuranyl)-pyridinium O1C=C(C2=C1C=CC=C2)C2=CC=[NH+]C=C2